O=C1NC(CCC1N1N=CC2=CC=CC=C2C1=O)=O 3-(2,6-dioxopiperidin-3-yl)-4-oxo-3,4-dihydrophthalazine